Monomethylethylpyridyldisulfid CC1=C(C(=NC=C1)SSC1=NC=CC(=C1CC)C)CC